2-(trifluoromethyl)isonicotinaldehyde FC(C=1C=C(C=O)C=CN1)(F)F